(S)-2-((3R,5R)-3,5-Dimethylmorpholin-4-yl)-9-pyridin-3-yl-8-trifluoromethyl-6,7,8,9-tetrahydro-pyrimido[1,2-a]-pyrimidin-4-one C[C@H]1N([C@@H](COC1)C)C=1N=C2N(C(C1)=O)CC[C@H](N2C=2C=NC=CC2)C(F)(F)F